C[C@@H]1N(CCNC1)C=1C2=C(N=CN1)N=CC=C2 4-((S)-2-methylpiperazin-1-yl)pyrido[2,3-d]Pyrimidine